C(C)(C)[C@@H]1N=C(OC1)C1=C(C(=CC=C1)C)NS(=O)(=O)C (S)-N-(2-(4-isopropyl-4,5-dihydro-oxazol-2-yl)-6-methylphenyl)methanesulfonamide